4-chloro-2-(methylthio)-6-vinylpyrimidine ClC1=NC(=NC(=C1)C=C)SC